BrC=1C(=CC(=NC1)N[C@@H](C(F)(F)F)CC)C(F)F (R)-5-bromo-4-(difluoromethyl)-N-(1,1,1-trifluorobut-2-yl)pyridin-2-amine